S1CCC(CCC1)NS(O)(=O)=O N-(thiepan-4-yl)amidosulfuric acid